(1S,3S)-N3-[3-chloro-5-(1-ethylpropyl)pyrazolo[1,5-a]pyrimidin-7-yl]cyclopentane-1,3-diamine hydrochloride Cl.ClC=1C=NN2C1N=C(C=C2N[C@@H]2C[C@H](CC2)N)C(CC)CC